tert-butyl (1S,3S)-1-{4-[(adamantan-1-yl)amino]phenyl}-3-butyl-1H,2H,3H,4H,9H-pyrido[3,4-b]indole-2-carboxylate C12(CC3CC(CC(C1)C3)C2)NC2=CC=C(C=C2)[C@@H]2N([C@H](CC3=C2NC2=CC=CC=C32)CCCC)C(=O)OC(C)(C)C